CC=1C(=C2C=CNC2=C(C1)C)O[C@H]1[C@@H](CC(CC1)(F)F)C1=CC=C(C(=O)O)C=C1 4-((1S,2R)-2-((5,7-dimethyl-1H-indol-4-yl)oxy)-5,5-difluorocyclohexyl)benzoic acid